(2S)-2-Cyclopropyl-10-[(2,5-dichloropyrimidin-4-yl)amino]-3,3,9-trifluoro-7-methyl-2,4-dihydro-1H-[1,4]oxazepino[2,3-c]quinolin-6-one C1(CC1)[C@@H]1NC2=C(C(N(C=3C=C(C(=CC23)NC2=NC(=NC=C2Cl)Cl)F)C)=O)OCC1(F)F